(5R)-3-{4-[5-(cyclopropanecarbonyl)-2,5-diazabicyclo[4.1.0]heptan-2-yl]-3,5-difluorophenyl}-5-(hydroxymethyl)-1,3-oxazolidin-2-one C1(CC1)C(=O)N1CCN(C2CC12)C1=C(C=C(C=C1F)N1C(O[C@H](C1)CO)=O)F